C(C)(C)(C)OC(NCCCN1N=C(C(=C1)N)OC)=O [3-(4-amino-3-methoxy-pyrazol-1-yl)propyl]carbamic acid tert-butyl ester